The molecule is a branched pentasaccharide consisting of a linear sequence of beta-D-galactose, N-acetyl-beta-D-glucosamine, beta-D-mannose and N-acetyl-D-glucosamine residues linked (1->4), (1->3) and (1->4), to the galactose residue of which is (1->6)-linked an N-acetyl-beta-D-glucosaminyl residue. It has a role as an epitope. It is a glucosamine oligosaccharide and an amino pentasaccharide. CC(=O)N[C@@H]1[C@H]([C@@H]([C@H](O[C@H]1OC[C@@H]2[C@@H]([C@@H]([C@H]([C@@H](O2)O[C@@H]3[C@H](OC([C@@H]([C@H]3O)NC(=O)C)O)CO)O)O[C@H]4[C@@H]([C@H]([C@@H]([C@H](O4)CO)O[C@H]5[C@@H]([C@H]([C@H]([C@H](O5)CO)O)O)O)O)NC(=O)C)O)CO)O)O